(1r,4r)-4-(6-{5-cyano-1H-pyrrolo[2,3-b]pyridin-1-yl}-4-[(propan-2-yl)amino]pyridine-3-amido)cyclohexane-1-carboxylic acid C(#N)C=1C=C2C(=NC1)N(C=C2)C2=CC(=C(C=N2)C(=O)NC2CCC(CC2)C(=O)O)NC(C)C